C(C)OC=1C=C(C=2N(C1)N=C1C2C=NN1)C=1C=NC(=CC1)N1CC2(C1)CN(CC2)CC=2C=NC(=CC2)OC 6-Ethoxy-4-(6-(6-((6-methoxypyridin-3-yl)methyl)-2,6-diazaspiro[3.4]octan-2-yl)Pyridin-3-yl)-1H-pyrazolo[3',4':3,4]pyrazolo[1,5-a]pyridine